ClC1=C(C=CC=C1)C=1N=C(SC1)NC(=O)C1=CC=C(C=N1)N1CCC2(CN(C2)C(=O)OC(C)(C)C)CC1 tert-butyl 7-(6-((4-(2-chlorophenyl) thiazol-2-yl) carbamoyl) pyridin-3-yl)-2,7-diazaspiro[3.5]nonane-2-carboxylate